OC1CC(C1)C(=O)N1CCCCC1 ((1s,3s)-3-hydroxycyclobutyl)(piperidin-1-yl)methanone